ClC1=CC=C(C=N1)S(=O)(=O)N(C(OC(C)(C)C)=O)C tert-butyl ((6-chloropyridin-3-yl)sulfonyl)(methyl)carbamate